1,4-dimethyl-butyl-2-thiophenoxy-methyl-acetic acid CC(CCCC)C(C(=O)O)(SC1=CC=CC=C1)C